7-chloro-N-[(2,4-dimethoxyphenyl)methyl]pyrido[3,2-c]pyridazin-4-amine ClC1=CC=2N=NC=C(C2N=C1)NCC1=C(C=C(C=C1)OC)OC